N-phenylglycine, heptyl ester C1(=CC=CC=C1)NCC(=O)OCCCCCCC